3-Ethyl-2-cyclopentene-1-one C(C)C1=CC(CC1)=O